Cl.COC1=NC=CC(=C1)C1CNCCO1 2-(2-methoxy-4-pyridyl)morpholine hydrochloride